quinolizinoacridine C1N2C=CC3=C(C=CC=4N=C5C=CC=CC5=CC34)C2=CC=C1